(3-acetylamino-5-(methylsulfonylamino)phenyl)boronic acid C(C)(=O)NC=1C=C(C=C(C1)NS(=O)(=O)C)B(O)O